tris(2-diethylaminoethyl)amine C(C)N(CCN(CCN(CC)CC)CCN(CC)CC)CC